Naphthalindiamine C=1(C(=CC=C2C=CC=CC12)N)N